((3aR,5S,6aR)-5-(4-((4-([1,2,4]triazolo[1,5-a]pyridin-7-yloxy)-2-fluoro-5-methylphenyl)amino)pyrido[3,2-d]pyrimidin-6-yl)hexahydrocyclopenta[b]pyrrol-1(2H)-yl)prop-2-en-1-one N=1C=NN2C1C=C(C=C2)OC2=CC(=C(C=C2C)NC=2C1=C(N=CN2)C=CC(=N1)[C@H]1C[C@H]2[C@H](N(CC2)C(C=C)=O)C1)F